(4-((8-methoxy-5,6-dihydrobenzo[h]quinazolin-2-yl)amino)phenyl)-3-(3-methylisoxazol-5-yl)urea COC=1C=CC2=C(CCC=3C=NC(=NC23)NC2=CC=C(C=C2)NC(=O)NC2=CC(=NO2)C)C1